ClC1=CC=C(C(=N1)C=1C=C(C2=C(COB2O)C1)F)N[C@@H](C)C=1C=C(C=C2C(C(=C(OC12)N1CCCCC1)C)=O)C 8-[(1S)-1-[[6-chloro-2-(7-fluoro-1-hydroxy-3H-2,1-benzoxaborol-5-yl)-3-pyridyl]amino]ethyl]-3,6-dimethyl-2-(1-piperidyl)chromen-4-one